3,4,6-tri-oxo-benzyl α-D-mannopyranoside O([C@@H]1[C@@H](O)[C@@H](O)[C@H](O)[C@H](O1)CO)CC1=CC(C(CC1=O)=O)=O